FC(C=1C=C(C=CC1)[C@@H](C)NC1=C2C(=C(N=N1)C)N(C(C(=C2)C2CCNCC2)=O)C)F 5-[[(1R)-1-[3-(difluoromethyl)phenyl]ethyl]amino]-1,8-dimethyl-3-(4-piperidyl)pyrido[2,3-d]pyridazin-2-one